cis-N-(4-chloro-3-((1S,2R)-2-cyanocyclopentyl)phenyl)-3-methyl-6-azabicyclo[3.1.1]heptane-6-carboxamide ClC1=C(C=C(C=C1)NC(=O)N1C2CC(CC1C2)C)[C@@H]2[C@@H](CCC2)C#N